Dimethyl(3-(5-methyl-2-(2,2,2-trifluoroethoxy)pyrimidin-4-yl)-1H-indol-7-yl)phosphine oxide CP(C=1C=CC=C2C(=CNC12)C1=NC(=NC=C1C)OCC(F)(F)F)(C)=O